Cl.N1C=NC=C1 imidazole HCl salt